(1S,2S)-2-(4-(4-chloro-2-fluorophenyl)piperazin-1-yl)cyclohexan-1-ol ClC1=CC(=C(C=C1)N1CCN(CC1)[C@@H]1[C@H](CCCC1)O)F